C(C)OC1=C(C=CC(=C1)C)S(=O)(=O)Cl 2-Ethoxy-4-methylbenzene-1-sulfonyl chloride